O.C([O-])([O-])=O.[Mg+2] Magnesium carbonat-Hydrat